S1NC=C2C1=CN=N2 pyrazolo[3,4-d]isothiazole